FC1(CN(CC1)S(=O)(=O)C=1C=C(C=C2C(=NC=NC12)NC(C)C=1SC(=NN1)C)C1=CC=C(C=C1)F)F 8-((3,3-difluoropyrrolidin-1-yl)sulfonyl)-6-(4-fluorophenyl)-N-(1-(5-methyl-1,3,4-thiadiazol-2-yl)ethyl)quinazolin-4-amine